FC1(CCC(CC1)NC1=NC(=NC(=C1)OC)N1N=C(C=C1C)C)F N-(4,4-Difluorocyclohexyl)-2-(3,5-dimethyl-1H-pyrazol-1-yl)-6-methoxypyrimidin-4-amine